CC1=C2C(=NC=C1C1=CC=C(C=C1)S(=O)(=O)N1CCC(CC1)NC1=NC=C(C=C1)C(F)(F)F)NC=C2 N-(1-((4-(4-methyl-1H-pyrrolo[2,3-b]pyridin-5-yl)phenyl)sulfonyl)piperidin-4-yl)-5-(trifluoromethyl)pyridin-2-amine